N[C@@H]1CC[C@H](CC1)OCCC1C[C@H](N([C@H](C1)C)C(=O)OC(C)(C)C)C tert-butyl (2R,6S)-4-(2-((trans-4-aminocyclohexyl) oxy) ethyl)-2,6-dimethylpiperidine-1-carboxylate